C1(CC1)N1CCC2=C(CC1)C=C(C(=C2)[N+](=O)[O-])N 3-Cyclopropyl-8-nitro-2,3,4,5-tetrahydro-1H-benzo[d]azepin-7-amine